OC(CCCC1=C2C(NC(C2=CC=C1)=O)=O)C (4-hydroxypentyl)isoindole-1,3-dione